(3S,4S)-8-[8-(3-chloro-1H-indol-7-yl)-7-methylimidazo[1,2-c]pyrimidin-5-yl]-3-methyl-2-oxa-8-azaspiro[4.5]decan-4-amine ClC1=CNC2=C(C=CC=C12)C=1C=2N(C(=NC1C)N1CCC3([C@@H]([C@@H](OC3)C)N)CC1)C=CN2